rel-2-((3R,4S)-4-(((6-(cyclopropyl(4-(trifluoromethyl)benzyl)amino)-5-fluoropyrimidin-4-yl)amino)methyl)-3,4-dihydroxypiperidin-1-yl)acetamide C1(CC1)N(C1=C(C(=NC=N1)NC[C@@]1([C@@H](CN(CC1)CC(=O)N)O)O)F)CC1=CC=C(C=C1)C(F)(F)F |o1:12,13|